C1(CCC1)N1CCN(CC1)CC(=O)NC1=CC=C(C=C1)OC1CC(C1)N1CCCCC1 2-(4-cyclobutylpiperazin-1-yl)-N-(4-(3-(piperidin-1-yl)cyclobutoxy)phenyl)acetamide